2-[(2,5-dichloro-pyridin-4-yl)amino]-N-methoxybenzamide ClC1=NC=C(C(=C1)NC1=C(C(=O)NOC)C=CC=C1)Cl